(Z)-3-(dimethylamino)-1-(pyrazolo[1,5-a]pyridin-5-yl)prop-2-en-1-one CN(\C=C/C(=O)C1=CC=2N(C=C1)N=CC2)C